FC=1C=CC=C2C(N(C(NC12)=O)C1CCN(CC1)C(=O)N[C@@H](C(N1CCC(CC1)N1CCCCC1)=O)CC=1C=C2C=NNC2=C(C1)C)=O |r| (±)-4-(8-Fluoro-1,2-dihydro-2,4-dioxoquinazolin-3(4H)-yl)-N-(3-(7-methyl-1H-indazol-5-yl)-1-oxo-1-(4-(piperidin-1-yl)piperidin-1-yl)propan-2-yl)-piperidine-1-carboxamide